2,5-dideoxy-2,5-imino-D-mannitol N1[C@H](CO)[C@@H](O)[C@H](O)[C@H]1CO